1-(2,2,2-trifluoroethyl)piperidin FC(CN1CCCCC1)(F)F